tolyl-3(1H)pyridone C1(=C(C=CC=C1)N1CC(CC=C1)=O)C